5-(4,4,5,5-tetramethyl-1,3,2-dioxa-borolan-2-yl)pyridine-3-carbonitrile CC1(OB(OC1(C)C)C=1C=C(C=NC1)C#N)C